CC=1C2=C(N=CN1)N(C(=C2C2=CC[C@H](CC2)C(=O)N2CCCC2)C=2C(=NC(=NC2)C#C)C)C 5-{4,7-dimethyl-5-[(4S)-4-(pyrrolidine-1-carbonyl)cyclohex-1-en-1-yl]-7H-pyrrolo[2,3-d]pyrimidin-6-yl}-2-ethynyl-4-methylpyrimidine